5-(2-triisopropylsilylethynyl)naphthalen-2-amine C(C)(C)[Si](C#CC1=C2C=CC(=CC2=CC=C1)N)(C(C)C)C(C)C